1-(4-butoxy-2,6-difluorophenethyl)-2-(hydroxymethyl)piperidine-3,4,5-triol C(CCC)OC1=CC(=C(CCN2C(C(C(C(C2)O)O)O)CO)C(=C1)F)F